4-((2R,3R,4S,5S)-3-(3,4-difluoro-2-methoxyphenyl)-4-methoxy-5-methyltetrahydrofuran-2-carboxamido)picolinamide FC=1C(=C(C=CC1F)[C@H]1[C@@H](O[C@H]([C@H]1OC)C)C(=O)NC1=CC(=NC=C1)C(=O)N)OC